2-amino-N-{(1S,2S)-2-[(4-{1-[4-(2-hydroxyethyl)piperazin-1-yl]-3,3-dimethyl-2,3-dihydro-1H-inden-5-yl}phenyl)methoxy]cyclopentyl}-4-methoxypyridine-3-carboxamide NC1=NC=CC(=C1C(=O)N[C@@H]1[C@H](CCC1)OCC1=CC=C(C=C1)C=1C=C2C(CC(C2=CC1)N1CCN(CC1)CCO)(C)C)OC